[C@H]1([C@@H](O)[C@@H](O)[C@H](O)[C@H](O1)CO)OCCN(CCCCCCNC(OCC1=CC=CC=C1)=O)CCO[C@@H]1[C@@H](O)[C@@H](O[C@@H]2[C@@H](O)[C@@H](O)[C@H](O)[C@H](O2)CO)[C@H](O)[C@H](O1)CO[C@@H]1[C@@H](O)[C@@H](O)[C@H](O)[C@H](O1)CO benzyl [6-({2-[(α-D-mannopyranosyl)oxy]ethyl}[2-({(α-D-mannopyranosyl)-(1→3)-[α-D-mannopyranosyl-(1→6)]-α-D-mannopyranosyl}oxy)ethyl]amino) hexyl]carbamate